5-fluoro-1,3-dihydro-1-hydroxy-2,1-benzoxazole FC=1C=CC2=C(CON2O)C1